CN(C1=CC=C(C=C1)N=NC1=CC=C(C(=O)O)C=C1)C 4-(4-dimethylaminophenyl)diazenyl-benzoic acid